(S)-(4-chlorophenyl)(4-(3-(3-chloropyridin-2-yloxy)pyrrolidin-1-yl)-3-(2-hydroxyethyl)phenyl)methanone ClC1=CC=C(C=C1)C(=O)C1=CC(=C(C=C1)N1C[C@H](CC1)OC1=NC=CC=C1Cl)CCO